ClC1=C(C=C(C=N1)CN1N=C(C2=C1CN(C2)C2=C1C=CC=NC1=C(C=C2)C#N)C)C 5-(1-((6-chloro-5-methylpyridin-3-yl)methyl)-3-methyl-4,6-dihydropyrrolo[3,4-c]pyrazol-5(1H)-yl)quinoline-8-carbonitrile